6-[3-(p-mesylphenylamino)-1-propynyl]-4-(1-methyl-4-piperidylamino)-1-(2,2,2-trifluoroethyl)indole S(=O)(=O)(C)C1=CC=C(C=C1)NCC#CC1=CC(=C2C=CN(C2=C1)CC(F)(F)F)NC1CCN(CC1)C